bis(trioctyltin) oxide CCCCCCCC[Sn](CCCCCCCC)(CCCCCCCC)O[Sn](CCCCCCCC)(CCCCCCCC)CCCCCCCC